5-amino-1-(2-((2-(((R)-1-(3-chloro-2-fluorophenyl)-3-(dimethylamino)propyl)amino)-2-oxoethyl)((R)-1-hydroxypropan-2-yl)amino)-2-oxoethyl)-1H-indazole-3-carboxamide NC=1C=C2C(=NN(C2=CC1)CC(=O)N([C@@H](CO)C)CC(=O)N[C@H](CCN(C)C)C1=C(C(=CC=C1)Cl)F)C(=O)N